(2-METHYL-3-OXO-PROPYL)-CARBAMIC ACID BENZYL ESTER C(C1=CC=CC=C1)OC(NCC(C=O)C)=O